C1(CC1)[C@H](CP(O)(=O)C)C1=CC(=CC=C1)O ((S)-2-cyclopropyl-2-(3-hydroxyphenyl)ethyl)(methyl)phosphinic acid